3-(2-methyl-1H-imidazol-1-yl)phenol CC=1N(C=CN1)C=1C=C(C=CC1)O